CNC(O[C@@H]1CC[C@H](CC1)C(N(C[C@@H]1CC[C@H](CC1)C1=CC(=C(C=C1)OC)C)C1=NC=CC(=C1)C=1N=C(OC1)C1CC1)=O)=O trans-4-((4-(2-Cyclopropyloxazol-4-yl)pyridine-2-yl)((trans-4-(4-methoxy-3-methylphenyl)cyclohexyl)methyl)carbamoyl)-cyclohexyl methylcarbamate